3-METHYL-4,5-DIHYDROISOXAZOLE-5-CARBOXYLIC ACID CC1=NOC(C1)C(=O)O